1,1-difluoropropan-2-ol FC(C(C)O)F